1-[6-({1-[5-(difluoromethyl)pyridin-2-yl]-4-methyl-1H-1,2,3-triazol-5-yl}methoxy)pyridazin-3-yl]-1H-imidazole-4-carbonitrile FC(C=1C=CC(=NC1)N1N=NC(=C1COC1=CC=C(N=N1)N1C=NC(=C1)C#N)C)F